6-oxo-4-(trifluoromethyl)-1,6-dihydropyridine-3-carbonitrile O=C1C=C(C(=CN1)C#N)C(F)(F)F